C(C)(C)(C)OC(=O)N1C(C(NCC1)C1=CC(=CC(=C1)Cl)Br)C tert-butyl-3-(3-bromo-5-chlorophenyl)-2-methylpiperazine-1-carboxylate